oct-3-ene-8-carboxylate CCC=CCCCCC(=O)[O-]